COC(=O)[C@H]1[C@@H]([C@H]([C@H]2O[C@H](OC[C@H]2O1)C1=CC=CC=C1)OS(=O)(=O)C(F)(F)F)OC(C)=O (2S,4aR,6R,7S,8S,8aS)-7-acetoxy-2-phenyl-8-(((trifluoromethyl)sulfonyl)oxy)hexahydropyrano[3,2-d][1,3]Dioxin-6-carboxylic acid methyl ester